2-(pyridin-2-yl)ethan-1-ol N1=C(C=CC=C1)CCO